FC=1C=C(CC2=CC(=NC=C2)N2N=C(C=C2C)C(=O)O)C=C(C1)C(F)(F)F 1-(4-(3-fluoro-5-(trifluoromethyl)benzyl)pyridin-2-yl)-5-methyl-1H-pyrazole-3-carboxylic acid